N1CC(C1)N(C=1C=CC(=NC1)C(=O)NC)C 5-(azetidin-3-yl-(methyl)amino)-N-methylpyridinecarboxamide